4-(4-Fluoro-3-(3-(isobutylamino)azetidin-1-carbonyl)benzyl)phthalazin-1(2H)-on Hydrochlorid Cl.FC1=C(C=C(CC2=NNC(C3=CC=CC=C23)=O)C=C1)C(=O)N1CC(C1)NCC(C)C